4-CHLORO-6-CYCLOPROPOXY-2-(METHYLTHIO)PYRIMIDINE ClC1=NC(=NC(=C1)OC1CC1)SC